FC(F)(F)[Sc] trifluoromethyl-scandium